FC(OC1=C(C=C(C=C1)C1=NOC(=C1)CC(CN1CCOCC1)O)O)F 2-(difluoromethoxy)-5-{5-[2-hydroxy-3-(morpholin-4-yl)propyl]-1,2-oxazol-3-yl}phenol